C1(CCCC1)C1=CC(=C(C(=C1)F)NC(C1=C(C=CC(=C1)[N+](=O)[O-])SC1=NN=CN1C)=O)F N-(4-cyclopentyl-2,6-difluorophenyl)-2-[(4-methyl-4H-1,2,4-triazol-3-yl)sulfanyl]-5-nitrobenzamide